2-(2-fluoro-4-methoxyphenyl)isoindole-1,3-dione FC1=C(C=CC(=C1)OC)N1C(C2=CC=CC=C2C1=O)=O